COCOC1=C(C=CC=C1)C1=CC2=C(N=N1)NC1=C2[C@H](N(CC1)C1CCC(CC1)N1CCN(CC1)C(=O)OC(C)(C)C)C Tert-butyl 4-((1R,4r)-4-((R)-3-(2-(methoxymethoxy)phenyl)-5-methyl-7,8-dihydro-5H-pyrido[3',4':4,5]pyrrolo[2,3-c]pyridazin-6(9H)-yl)cyclohexyl)piperazine-1-carboxylate